2-[(3bR,4aR)-3-(2,6-diazaspiro[3.3]heptane-2-carbonyl)-3b,4,4a,5-tetrahydro-1H-cyclopropa[3,4]cyclopenta[1,2-c]pyrazol-1-yl]-1-[4-(2,3-dimethylphenyl)piperazin-1-yl]ethan-1-one C1N(CC12CNC2)C(=O)C=2C1=C(N(N2)CC(=O)N2CCN(CC2)C2=C(C(=CC=C2)C)C)C[C@@H]2[C@H]1C2